1-(4-(methoxycarbonyl)phenyl)hexahydropyrrolo[1,2-a]pyrazin COC(=O)C1=CC=C(C=C1)C1C=2N(CCN1)CCC2